NC1=NC2=CC(=CC=C2C=C1F)OC[C@@H]1[C@H]([C@H]([C@@H](S1)N1C=CC2=C1N=CN=C2N)O)O 7-[5-O-(2-amino-3-fluoroquinolin-7-yl)-4-thio-beta-D-ribofuranosyl]-7H-pyrrolo[2,3-d]pyrimidin-4-amine